CN(C(CC1CCN(CC1)C(=O)[C@H](CC(C)C)N1C([C@@H](NCC1)CC(C)C)=O)=O)CCC(C)C (S)-1-[(S)-1-[(4-{2-[N-Methyl(isopentyl)amino]-2-oxoethyl}-1-piperidyl)carbonyl]-3-methylbutyl]-3-isobutyl-2-piperazinone